Cl.O=C1N(C[C@H]2N1CCNC2)CC(C(=O)O)(C)C 3-[(8aS)-3-oxo-1,5,6,7,8,8a-hexahydroimidazo[1,5-a]pyrazin-2-yl]-2,2-dimethyl-propionic acid hydrochloride